phenyl (5-ethylisoxazol-3-yl)carbamate C(C)C1=CC(=NO1)NC(OC1=CC=CC=C1)=O